C(CCCCCCCCCCCCC)[NH+](CCCCCCCCCCCCCC)C1=C(C=CC=C1)C N,N-ditetradecyl-tolylammonium